FC1=CC(=NC=C1)OC 4-fluoro-2-methoxypyridin